(R)-N-(2-(4-(5-fluoropyridin-2-yl)-1,9-dioxaspiro[5.5]undecan-4-yl)ethyl)-2,3-dihydro-1H-inden-2-amine maleate C(\C=C/C(=O)O)(=O)O.FC=1C=CC(=NC1)[C@@]1(CCOC2(C1)CCOCC2)CCNC2CC1=CC=CC=C1C2